OC[C@@H]1N(C[C@@H](CC1)OC)C=1C=CC(=NC1)NC=1C=CC(=C2CNC(C12)=O)C=1C=NN2C1CCCC2 7-((5-((2R,5R)-2-(hydroxymeth-yl)-5-methoxypiperidin-1-yl)pyridin-2-yl)amino)-4-(4,5,6,7-tetrahydropyrazolo[1,5-a]pyridin-3-yl)isoindolin-1-one